N[C@@H]1C(OC(CC1)=O)=O (3S)-3-aminotetrahydropyran-2,6-dione